N[C@@H](CC1=CNC=N1)C(=O)OC methyl L-histidinate